4-(chlorocarbonyl)piperazine-1-carboxylic acid tert-butyl ester C(C)(C)(C)OC(=O)N1CCN(CC1)C(=O)Cl